C1(CCCC1)C(=O)C1=NC=CC(=C1)C1=C(C=C(C(=O)N)C=C1)[N+](=O)[O-] 4-(2-(cyclopentanecarbonyl)pyridin-4-yl)-3-nitrobenzamide